C1(CCC1)CC(C(=O)OCCCCC(CN(CC(CCCCOC(C(CCCCCCCC)CC1CCC1)=O)(C)C)CCCCO)(C)C)CCCCCCCC ((4-hydroxybutyl)azanediyl)bis(5,5-dimethylhexane-6,1-diyl) bis(2-(cyclobutyl-methyl)decanoate)